phosphocresol P(=O)(=O)OC1=CC=CC=C1C